(S)-6-chloro-2-methyl-5-((2-oxopiperidin-3-yl)amino)-1H-benzo[d]imidazole-4,7-dione ClC1=C(C(C2=C(NC(=N2)C)C1=O)=O)N[C@@H]1C(NCCC1)=O